C(=O)(O)CCC(=O)C1=CC2=C(S1)C=C(C(=C2Cl)OCCCOC=2C(=C1CN(CC1=CC2OC)C(CCC(=O)O)=O)F)OC 4-(5-(3-((2-(3-carboxypropionyl)-4-chloro-6-methoxybenzo[b]thiophen-5-yl)oxy)propoxy)-4-fluoro-6-methoxyisoindolin-2-yl)-4-oxobutanoic acid